1-(undec-10-enoyl)azepan-2-one C(CCCCCCCCC=C)(=O)N1C(CCCCC1)=O